6-[(4-fluoro-2-methylsulfonyl-phenyl)methylene]-2-azaspiro[3.3]Heptane-2-carboxylic acid FC1=CC(=C(C=C1)C=C1CC2(CN(C2)C(=O)O)C1)S(=O)(=O)C